ClC1=CC=C(C=C1)C1=C(N)C=CC=C1 2-(4-Chlorophenyl)aniline